C1(=CC=CC=C1)CC[C@H](CCC(=O)O)NC(CCCCCCC1=CC=CC=C1)=O 6-phenyl-4(r)-(7-phenyl-heptanoylamino)-hexanoic acid